(S)-2-((2S,3R)-3-amino-2-hydroxy-4-phenylbutanamido)-2-(2-fluoro-3-(trifluoromethyl)phenyl)acetic acid N[C@@H]([C@@H](C(=O)N[C@H](C(=O)O)C1=C(C(=CC=C1)C(F)(F)F)F)O)CC1=CC=CC=C1